C(\C(\C)=C/C(=O)[O-])(=O)OCCCCCCCC 1-Octyl citraconate